9-(naphthalene-2-yl)-3-(4-(9-phenyl-9H-carbazol-3-yl)phenyl)-9H-carbazole C1=C(C=CC2=CC=CC=C12)N1C2=CC=CC=C2C=2C=C(C=CC12)C1=CC=C(C=C1)C=1C=CC=2N(C3=CC=CC=C3C2C1)C1=CC=CC=C1